C(CCC(=O)[O-])(=O)OC(CCCCCCCC)CCCCCCCC heptadec-9-yl succinate